4-((2-nitrophenyl)sulfonyl)-3,4-dihydro-2H-benzo[b][1,4]oxazine-2-carboxylic acid [N+](=O)([O-])C1=C(C=CC=C1)S(=O)(=O)N1C2=C(OC(C1)C(=O)O)C=CC=C2